NN1C=NC(=C2N3C(N=C12)N(C(N3C)=O)CCN3CCN(CC3)C3=C(C=C(C=C3)OC)F)C=3OC=CC3 5-Amino-3-[2-[4-(2-fluoro-4-methoxy-phenyl)piperazin-1-yl]ethyl]-8-(2-furyl)-1-methyl-[1,2,4]triazolo[5,1-f]purin-2-one